BrCCCC=C 5-bromo-1-pentene